FC=1C=C(C=C(C1OC1=C2C(=NC=C1)NC=C2C(F)(F)F)F)NC=2OC[C@](CN2)(C#N)CO |r| (+/-)-2-[(3,5-difluoro-4-{[3-(trifluoromethyl)-1H-pyrrolo[2,3-b]pyridin-4-yl]oxy}phenyl)amino]-5-(hydroxymethyl)-5,6-dihydro-4H-1,3-oxazine-5-carbonitrile